ClC1=CC2=C(OC3=C2C=C(C=C3)C=3C2=CC=CC=C2C(=C2C=CC=CC32)C=3C=CC2=C(SC4=C2C=CC=C4)C3)C=C1 2-chloro-8-(10-(dibenzothiophen-3-yl)anthracen-9-yl)dibenzofuran